tert-butyl (2-((5-bromo-3-((2-(dimethylamino)ethyl)sulfonamido)pyridin-2-yl)oxy)ethyl)(isopropyl)carbamate BrC=1C=C(C(=NC1)OCCN(C(OC(C)(C)C)=O)C(C)C)NS(=O)(=O)CCN(C)C